1,2,2,2-Tetrafluoroethyltrifluoromethylether C(C(F)(F)F)(OC(F)(F)F)F